C(C=C)N1N=NN=C1NC(C1=C(N=C(C=C1)C(F)(F)F)COCC1=NN(C(=N1)C(F)(F)F)C)=O N-(1-allyl-1H-tetrazol-5-yl)-2-(((1-methyl-5-(trifluoromethyl)-1H-1,2,4-triazol-3-yl)methoxy)methyl)-6-(trifluoromethyl)nicotinamide